N-(quinolin-8-yl)-2-vinylvaleramide N1=CC=CC2=CC=CC(=C12)NC(C(CCC)C=C)=O